C1OCC12CC(C2)NCC2=CC=C(N=N2)C2=C(C=C(C=C2C)C(F)(F)F)O 2-(6-(((2-Oxaspiro[3.3]heptan-6-yl)amino)methyl)pyridazin-3-yl)-3-methyl-5-(trifluoromethyl)phenol